tert-butyl ((5-bromo-3-chloro-2-methoxyphenyl)(methyl)(oxo)-λ6-sulfaneylidene)carbamate BrC=1C=C(C(=C(C1)S(=O)(C)=NC(OC(C)(C)C)=O)OC)Cl